C1(CC1)[C@H](NC(NC=1C=CC(=NC1)S(=O)(=O)N)=O)C=1OC2=C(C1C)C=C(C=C2)F (S)-5-(3-(cyclopropyl(5-fluoro-3-methylbenzofuran-2-yl)methyl)ureido)pyridine-2-sulfonamide